(3,4-dichloro-1H-indol-7-yl)-4-nitrobenzenesulfonamide ClC1=CNC2=C(C=CC(=C12)Cl)C1=C(C=CC(=C1)[N+](=O)[O-])S(=O)(=O)N